(2R,4s,8S)-8-methyl-2-(4-(4-(1-methylcyclopropyl)phenyl)piperidine-1-carbonyl)-7-oxa-5-azaspiro[3.4]Octane-6-one C[C@@H]1OC(NC12CC(C2)C(=O)N2CCC(CC2)C2=CC=C(C=C2)C2(CC2)C)=O